Methyl 4-hydroxy-1-[2-(1-phenyl-1H-pyrazol-4-yl)-1,3-thiazole-4-carbonyl]pyrrolidine-2-carboxylate OC1CC(N(C1)C(=O)C=1N=C(SC1)C=1C=NN(C1)C1=CC=CC=C1)C(=O)OC